C(C)(=O)NC[C@H]1NCCC2=CC=CC(=C12)O[C@@H]1CN(CC1)C(=O)C1=CN=CS1 (S)-1-(acetamidomethyl)-8-(((S)-1-(thiazole-5-carbonyl)pyrrolidin-3-yl)oxy)-1,2,3,4-tetrahydroisoquinoline